ClC=1C=C(C=C(C1)Cl)[C@@]1(CC(=NO1)C1=CC(=C(C(=O)NC2C(CS2)=O)C=C1)C)C(F)(F)F 4-[(5S)-5-(3,5-dichlorophenyl)-4,5-dihydro-5-(trifluoromethyl)-3-isoxazolyl]-2-methyl-N-(cis-1-oxo-3-thiacyclobutyl)-benzamide